benzyl N-[3-(2-bromo-4-pyridyl)prop-2-ynyl]carbamate BrC1=NC=CC(=C1)C#CCNC(OCC1=CC=CC=C1)=O